methyl (E)-3-(3-(N-((4-(4-morpholinophenyl) bicyclo[2.2.2]octan-1-yl)methyl)cyclohexanecarboxamido)phenyl)but-2-enoate O1CCN(CC1)C1=CC=C(C=C1)C12CCC(CC1)(CC2)CN(C(=O)C2CCCCC2)C=2C=C(C=CC2)/C(=C/C(=O)OC)/C